COC(=O)C=1C(=CC2=CN(N=C2C1)CC1COC1)NC(=O)C1=NC(=CC=C1)C(F)(F)F 2-(Oxetan-3-ylmethyl)-5-({[6-(trifluoromethyl)pyridin-2-yl]carbonyl}amino)-2H-indazole-6-carboxylic acid methyl ester